N1C(C=CC2=CC=CN=C12)=O 1,8-NAPHThYRIDIN-2-ONE